FC(OC=1C=C(C=CC1N1N=C(N=C1)C)NC1=NN2C(N(CCC2)C2=CC(=C(C=C2)F)F)=N1)F N-[3-(difluoromethoxy)-4-(3-methyl-1,2,4-triazol-1-yl)phenyl]-4-(3,4-difluorophenyl)-6,7-dihydro-5H-[1,2,4]triazolo[1,5-a]pyrimidin-2-amine